N[C@@H]1CN(CC[C@H]1F)C1=NC2=C(N1CC1=C(C#N)C=CC=C1)C=C(C(=C2)F)F 2-((2-((3r,4r)-3-amino-4-fluoro-1-piperidinyl)-5,6-difluoro-1H-benzoimidazol-1-yl)methyl)benzonitrile